(E)-decan-4-enal C(CC\C=C\CCCCC)=O